1,3,5-tris-(4-chlorophenylsulfonyl)-benzene ClC1=CC=C(C=C1)S(=O)(=O)C1=CC(=CC(=C1)S(=O)(=O)C1=CC=C(C=C1)Cl)S(=O)(=O)C1=CC=C(C=C1)Cl